(S)-6-(1-amino-1,3-dihydrospiro[indene-2,4'-piperidin]-1'-yl)-3-(1-phenylcyclopentyl)-1,5-dihydro-4H-pyrazolo[3,4-d]pyrimidin-4-one N[C@@H]1C2=CC=CC=C2CC12CCN(CC2)C=2NC(C1=C(N2)NN=C1C1(CCCC1)C1=CC=CC=C1)=O